O=C[C@H](O)[C@@H](O)[C@H](O)[C@H](O)CO R-mannose